O.OC=1C=C(C(=O)O)C=C(C1O)O 3,4,5-trihydroxybenzoic acid hydrate